C(C)C(C(=O)O)(CCCCCC)CCCCCC.NC/C(/COC1=CC(=C(C=C1)S(=O)(=O)CC1CCN(CC1)C(=O)C1CC1)Cl)=C\F (E)-(4-(((4-((2-(aminomethyl)-3-fluoroallyl)oxy)-2-chlorophenyl)sulfonyl)methyl)piperidin-1-yl)(cyclopropyl)methanone ethylhexyl-caprylate